C(C)(C)(C)[C@@H]1CC=2C=C3C(=NC2CC1)SC(=C3)C(=O)N[C@H](CC[NH+]3C[C@@H]([C@@H](C3)O)O)C3=CC=C(C=C3)C3=CNC(C=C3)=O |r| rac-(6S)-6-tert-butyl-N-[rac-(1R)-1-[4-(6-oxo-1H-pyridin-3-yl)phenyl]-3-[rac-(3S,4R)-3,4-dihydroxypyrrolidin-1-ium-1-yl]propyl]-5,6,7,8-tetrahydrothieno[2,3-b]quinoline-2-carboxamide